7-oxabenzotriazol N=1N=NC=2C1OC=CC2